[N+](=O)([O-])C1=CC=C(C=C1)COC(=O)C=1N2C([C@@H]([C@H]2[C@H](C1OP(=O)(OC1=CC=CC=C1)OC1=CC=CC=C1)C)[C@@H](C)O)=O (4R,5R,6S)-3-[(diphenoxyphosphinyl)oxy]-6-[(1R)-1-hydroxyethyl]-4-methyl-7-oxo-1-azabicyclo[3.2.0]hept-2-ene-2-carboxylic acid (4-nitrophenyl)methyl ester